NC1=NC2=CC(=CC=C2C(=N1)N1CCC(CC1)O)C1=CC=NN1 1-(2-amino-7-(1H-pyrazol-5-yl)quinazolin-4-yl)piperidin-4-ol